NC1=NNC(=N1)NC(=N)N 3-amino-5-guanidino-1H-1,2,4-triazole